ClC1=CC(=CC=2NC(=NC21)C(=O)N[C@H](C(=O)N[C@@H](C[C@H]2C(NCC2)=O)C#N)CC(C)(C)C)Cl 4,6-dichloro-N-[(2S)-1-({(1S)-1-cyano-2-[(3S)-2-oxopyrrolidin-3-yl]ethyl}amino)-4,4-dimethyl-1-oxopentan-2-yl]-1H-benzimidazole-2-carboxamide